2-(2-(2-(2-azidoethoxy)ethoxy)ethyl)-9-(hydroxymethyl)-9H-fluorene-2,7-dicarboxamide N(=[N+]=[N-])CCOCCOCCC1(CC=2C(C3=CC(=CC=C3C2C=C1)C(=O)N)CO)C(=O)N